CC1=CC(=CC2=C1SC=C2)CCNC(OC(C)(C)C)=O tert-butyl (2-(7-methylbenzo[b]thiophen-5-yl)ethyl)carbamate